diethyl (1-(3-((1-(2-(4,4-dimethylpentyl)-5-methoxyphenyl)piperidin-4-yl)methoxy)phenyl)propan-2-yl)phosphonate CC(CCCC1=C(C=C(C=C1)OC)N1CCC(CC1)COC=1C=C(C=CC1)CC(C)P(OCC)(OCC)=O)(C)C